1-bromo-4-(tert-butyl)cyclohexane BrC1CCC(CC1)C(C)(C)C